C(CCCCCCCCCCC)N(CCNCCCCCCCCCCCC)CCCCCCCCCCCC N1,N2,N-tris(dodecyl)ethane-1,2-diamine